N-(2-chloro-6-fluoro-3-nitrophenyl)cyclopropanecarboxamide ClC1=C(C(=CC=C1[N+](=O)[O-])F)NC(=O)C1CC1